3-(3-(3,6-dichloro-1H-pyrazolo[3,4-d]pyrimidin-1-yl)propoxy)-5-(2,2-difluoro-cyclopropyl)-2',5'-dimethyl-2'H-[1,3'-bipyrazol]-4-amine ClC1=NN(C2=NC(=NC=C21)Cl)CCCOC2=NN(C(=C2N)C2C(C2)(F)F)C=2N(N=C(C2)C)C